2-(Butyl dimethyl ammonio)ethylmethacrylate C(CCC)[N+](CCOC(C(=C)C)=O)(C)C